γ-glycidoxypropyldimethoxymethylsilane C(C1CO1)OCCC[SiH2]C(OC)OC